7-methyl-1-oxo-5,6,7,8-tetrahydro-1λ5-quinoline CC1CCC=2C=CC=N(C2C1)=O